3-(pyrimidin-5-yl)-1,2,4-thiadiazol-5(4H)-one N1=CN=CC(=C1)C1=NSC(N1)=O